FC1=C(C=CC=C1)N1C(N(C(C1=O)C(C)C)C=1N=C2N(CCOC3=C2C=CC(=C3)N3[C@@H](CCC3)C(=O)N)C1)=O (2S)-1-(2-(3-(2-fluorophenyl)-5-isopropyl-2,4-dioxoimidazolidin-1-yl)-5,6-dihydrobenzo[f]imidazo[1,2-d][1,4]oxazepin-9-yl)pyrrolidine-2-carboxamide